5-bromo-(2,6-difluoro-phenoxy)pyridine BrC=1C=CC(=NC1)OC1=C(C=CC=C1F)F